2-(1-(pyridin-2-ylmethyl)cyclopropane-1-carboxamido)butanoic acid N1=C(C=CC=C1)CC1(CC1)C(=O)NC(C(=O)O)CC